3-oxo-3,5,6,7,8,9-hexahydro-2H-6,9-epiminocyclohepta[c]pyridine O=C1C=C2C(=CN1)C1CCC(C2)N1